Dihydroxyl-ammonium O[NH2+]O